FC(C=1C=C(COC=2N=CC(=NC2)CO)C=CC1)(F)F (5-((3-(trifluoromethyl)benzyl)oxy)pyrazin-2-yl)methanol